N-cyclopropyl-7-morpholino-5-(3-(m-tolyl)-1H-pyrazol-1-yl)thieno[3,2-b]pyridine-2-carboxamide C1(CC1)NC(=O)C1=CC2=NC(=CC(=C2S1)N1CCOCC1)N1N=C(C=C1)C=1C=C(C=CC1)C